ClC=1C=C2C[C@H](CC2=C(C1)Cl)O (1S,2R)-5,7-dichloro-2-hydroxy-2,3-dihydro-1H-inden